4-hydroxy-N-((R)-2-hydroxy-1-(4-(pyridin-3-yl)phenyl)ethyl)pyrrolidine-2-carboxamide OC1CC(NC1)C(=O)N[C@@H](CO)C1=CC=C(C=C1)C=1C=NC=CC1